(Z)-(4-(2-chlorophenyl)piperazin-1-yl)(2,6-dichlorophenyl)methanone oxime ClC1=C(C=CC=C1)N1CCN(CC1)\C(=N/O)\C1=C(C=CC=C1Cl)Cl